COC1=NC=C(C2=C1N=C(S2)NC(=O)C=2C=CC1=C(CCO1)C2)C2=CC=CC=C2 2,3-Dihydro-benzofuran-5-carboxylic acid (4-methoxy-7-phenyl-thiazolo[4,5-c]pyridin-2-yl)-amide